5-ethynyl-4,6-difluoro-1,2-dimethyl-1,3-benzodiazole C(#C)C1=C(C2=C(N(C(=N2)C)C)C=C1F)F